CC1=C(SC=2C1=NC(=CC2N2CCOCC2)N2N=C(C=C2)C=2C=C(C=CC2)C)CO (3-Methyl-7-morpholino-5-(3-(m-tolyl)-1H-pyrazol-1-yl)thieno[3,2-b]pyridin-2-yl)methanol